pyridine-2,3-diyldimethanol N1=C(C(=CC=C1)CO)CO